CN(CCCN1C(=NC=C1)C(=O)O)C 1-(3-(dimethylamino)propyl)-1H-imidazole-2-carboxylic acid